2-benzyl 1-(tert-butyl) (2S,4R)-4-phenylpyrrolidine-1,2-dicarboxylate C1(=CC=CC=C1)[C@H]1C[C@H](N(C1)C(=O)OC(C)(C)C)C(=O)OCC1=CC=CC=C1